[Na].CNC dimethylamine sodium salt